6-(3-((1-benzyl-piperidin-4-yl)amino)-2-hydroxypropoxy)-2H-chromen-2-one C(C1=CC=CC=C1)N1CCC(CC1)NCC(COC=1C=C2C=CC(OC2=CC1)=O)O